CC1=C(OC(C(=O)OC(C)(C)C)(C)C)C(=CC(=C1)\C=C\C(=O)C=1OC2=C(C1C(F)(F)F)C=CC(=C2)SC)C tert-butyl (E)-2-(2,6-dimethyl-4-(3-(6-(methylthio)-3-(trifluoromethyl)benzofuran-2-yl)-3-oxoprop-1-en-1-yl)phenoxy)-2-methylpropanoate